deoxy-5'-fluorocytidine FC([C@@H]1[C@H](C[C@@H](O1)N1C(=O)N=C(N)C=C1)O)O